2-[5-chloro-4-(2-fluoro-2-methyl-propyl)-2-methyl-phenyl]-4-oxo-1H-1,6-naphthyridine-5-carboxamide ClC=1C(=CC(=C(C1)C=1NC=2C=CN=C(C2C(C1)=O)C(=O)N)C)CC(C)(C)F